1-(3-methylpyridin-2-yl)-3,3-bis(methylsulfanyl)prop-2-en-1-one CC=1C(=NC=CC1)C(C=C(SC)SC)=O